N=1N(N=C2C1C=CC=C2)C2=C(C(=CC(=C2)C(C)(C)CC)C(C)(C)CC)O 2-(2H-benzotriazol-2-yl)-4,6-Di-tert-pentylphenol